5-(8-(3,3-difluoro-4,4-dimethylpyrrolidin-1-yl)-3-fluoro-2-methylimidazo[1,2-b]pyridazin-6-yl)pyrimidine-2,4(1H,3H)-dione FC1(CN(CC1(C)C)C=1C=2N(N=C(C1)C=1C(NC(NC1)=O)=O)C(=C(N2)C)F)F